1-((3R,4S)-3-fluoro-4-((6-fluoro-4-(methoxy-d3)-5-(1-(2,2,2-trifluoroethyl)-1H-benzo[d][1,2,3]triazol-6-yl)pyrrolo[2,1-f][1,2,4]triazin-2-yl)amino)piperidin-1-yl)-2-hydroxyethan-1-one F[C@@H]1CN(CC[C@@H]1NC1=NN2C(C(=N1)OC([2H])([2H])[2H])=C(C(=C2)F)C=2C=CC1=C(N(N=N1)CC(F)(F)F)C2)C(CO)=O